[3-(3,4-difluorophenyl)pyrrolidin-1-yl]-(3-pyridazin-4-yl-1H-pyrazol-5-yl)methanone FC=1C=C(C=CC1F)C1CN(CC1)C(=O)C1=CC(=NN1)C1=CN=NC=C1